4-Methylpiperidine-1-carboxylic acid hydrazide CC1CCN(CC1)C(=O)NN